ClC=1C(=NC2=CC=CC=C2N1)NCC=1SC=CC1 3-chloro-N-(thien-2-ylmethyl)quinoxaline-2-amine